(3R,4R)-5,5-difluoro-1-[4-({8-[(2R,3S)-3-(methanesulfonyl-methyl)-2-methylazetidin-1-yl]-5-(propan-2-yl)-2,7-naphthyridin-3-yl}amino)pyrimidin-2-yl]-4-methoxy-piperidin-3-ol FC1([C@@H]([C@@H](CN(C1)C1=NC=CC(=N1)NC=1N=CC2=C(N=CC(=C2C1)C(C)C)N1[C@@H]([C@H](C1)CS(=O)(=O)C)C)O)OC)F